methyl 6-(benzyloxy)-9-(3-chlorophenoxy)-[1,2,4]triazolo[5,1-a]isoquinoline-5-carboxylate C(C1=CC=CC=C1)OC1=C(N2C(C3=CC(=CC=C13)OC1=CC(=CC=C1)Cl)=NC=N2)C(=O)OC